C(C)(=O)ON1CCC(CC1)C(NCCCC1=NC=2NCCCC2C=C1)=O (4-(3-(5,6,7,8-tetrahydro-1,8-naphthyridin-2-yl) propylcarbamoyl) piperidin-1-yl) acetate